Ethyl 4-((6-methoxypyridin-3-yl) amino)-6-acetylamino-1H-indole-2-carboxylate COC1=CC=C(C=N1)NC1=C2C=C(NC2=CC(=C1)NC(C)=O)C(=O)OCC